Cl.C(C)N1C(=CC2=CC=CC=C12)C1=NC2=C(N1C)C=CC(=C2)C(=O)NC2CNCCOC2 2-(1-Ethyl-1H-indol-2-yl)-1-methyl-N-(1,4-oxazepan-6-yl)-1H-benzo[d]imidazole-5-carboxamide hydrochloride salt